C(CCCCCCCCCCCCCCCCCCCC)NC(O)=O n-heneicosyl-carbamic acid